OC1=C(C(=CC(=C1)CCC)O)C1=C2CC(N(C2=CC=C1C)CCF)=O 4-(2,6-Dihydroxy-4-propylphenyl)-1-(2-fluoroethyl)-5-methylindolin-2-one